The molecule is a thiazolidinemonocarboxylic acid that is 2-thioxo-1,3-thiazolidine with the carboxy group located at position 4 (the R-enantiomer). It has a role as an Arabidopsis thaliana metabolite, a mouse metabolite and a xenobiotic metabolite. C1[C@H](NC(=S)S1)C(=O)O